C(C)(C)(C)OC(=O)NC1=CC=C(C=C1)OC(=O)N1C=CC2=C1N=CN=C2N(C)[C@H]2CN(CC[C@H]2C)C(CC#N)=O 4-[[(3R,4R)-1-(2-cyanoacetyl)-4-methyl-3-piperidinyl]-methyl-amino]pyrrolo[2,3-d]pyrimidine-7-carboxylic acid [4-(tert-butoxycarbonylamino) phenyl] ester